OC(CC)CC 3-hydroxypentane